COCCOCCCCCCCCCCC[Si](OC)(OC)OC 11-(2-methoxyethoxy)undecyl-trimethoxysilane